C(C)(C)(C)OC(=O)N1CCN(CC1)C(=O)O 4-(tert-butoxycarbonyl)piperazine-1-carboxylic acid